ClC1=C(C=CC(=C1F)F)C1N=C(NC(=C1C(=O)OC)[C@@H]1CC[C@H](CC1)N(S(=O)(=O)C)C[C@@H](COC)O)C=1SC=CN1 (trans)-Methyl 4-(2-chloro-3,4-difluorophenyl)-6-(4-(N-((S)-2-hydroxy-3-methoxypropyl)methylsulfonamido)cyclohexyl)-2-(thiazol-2-yl)-1,4-dihydropyrimidine-5-carboxylate